5-bromo-7-{1-[1-(2,4-difluorophenyl)-1H-pyrazol-4-yl]Ethyl}pyrrolo[2,1-f][1,2,4]Triazin-4-amine BrC=1C=C(N2N=CN=C(C21)N)C(C)C=2C=NN(C2)C2=C(C=C(C=C2)F)F